ethyl 1-(2-methoxyethyl)-2-((5-(trifluoromethoxy)-1H-benzo[d]imidazol-2-yl) amino)-1H-benzo[d]imidazole-5-carboxylate COCCN1C(=NC2=C1C=CC(=C2)C(=O)OCC)NC2=NC1=C(N2)C=CC(=C1)OC(F)(F)F